(S)-3-(1-(imidazo[1,5-a]pyrazin-8-yl)pyrrolidin-3-yl)-4-methyl-N-(5-(trifluoromethyl)pyridin-3-yl)benzamide C=1N=CN2C1C(=NC=C2)N2C[C@@H](CC2)C=2C=C(C(=O)NC=1C=NC=C(C1)C(F)(F)F)C=CC2C